C(CCCCCCCC)OC(CCCCCCCN(CCO)CCCCCCC(=O)OC(CCCCCCCC)CCCCCCCC)=O.CC1=CC=C(C(=O)NS(=O)(=O)C2=CC=C(C)C=C2)C=C1 4-methyl-N-(p-toluenesulfonyl)benzamide nonyl-8-((7-(heptadecan-9-yloxy)-7-oxoheptyl)(2-hydroxyethyl)amino)octanoate